C1(=CC=CC=C1)S(=O)(=O)N1C=C(C2=CC=CC=C12)B(O)O (1-(phenylsulfonyl)-1H-indol-3-yl)boronic acid